C(C)(=O)N[C@H]1C[C@H](CCC1)C(=O)NC1=NC=C(C(=C1)C=1C=NN2C1CCCC2)F (1s,3r)-3-acetamido-N-(5-fluoro-4-(4,5,6,7-tetrahydropyrazolo[1,5-a]pyridin-3-yl)pyridin-2-yl)cyclohexanecarboxamide